1,3-bis(diethylphosphino)propane C(C)P(CCCP(CC)CC)CC